C(C1=CC=CC=C1)OCCCOC=1C(=NC=C(C1)Br)N1CCN(CC1)C 1-{3-[3-(benzyloxy)propoxy]-5-bromopyridin-2-yl}-4-methylpiperazine